N1C(=NC=C1)NC(=O)NC1=CC=CC=C1 1-(1H-imidazol-2-yl)-3-phenylurea